2-hydroxy-2-methyl-1-Phenylpropan-1-one OC(C(=O)C1=CC=CC=C1)(C)C